3-(trifluoromethyl)-1H-1,2,4-triazol-5-amin FC(C1=NNC(=N1)N)(F)F